CC1=CN=C(S1)C=1C=C(C(=O)N[C@H](C)C=2N=NC(=CC2)C(F)(F)F)C=C(C1)OC[C@@H]1COCC1 3-(5-methyl-1,3-thiazol-2-yl)-5-[(3S)-tetrahydrofuran-3-ylmethoxy]-N-{(1R)-1-[6-(trifluoromethyl)pyridazin-3-yl]ethyl}benzamide